1-(cis-5-fluoro-7-phenyl-6,7-dihydro-5H-pyrrolo[1,2-b][1,2,4]triazol-2-yl)propan-1-one tert-butyl-2-(4-bromo-3-fluorophenyl)pyrrolidine-1-carboxylate C(C)(C)(C)OC(=O)N1C(CCC1)C1=CC(=C(C=C1)Br)F.F[C@@H]1C[C@@H](C=2N1N=C(N2)C(CC)=O)C2=CC=CC=C2